BrC1=C2C=CC=CC2=C(C2=CC=CC=C12)C1=NC=CC=C1 2-(10-bromoanthracene-9-yl)pyridine